NCC=1C=C(C=CC1)C=1C=C(C2=C(C(=C(O2)C(C)C)COC2=C(C=CC(=C2)OC)CC(=O)OCC)C1)NCC1CC1 ethyl 2-(2-((5-(3-(aminomethyl)phenyl)-7-((cyclopropylmethyl)amino)-2-isopropylbenzofuran-3-yl)methoxy)-4-methoxyphenyl)acetate